ClC1=C(CSC=2N(C(=NN2)CC2=CC=CC=3C4=CC=CC=C4NC23)C2=CC=CC=C2)C(=CC=C1)Cl ((5-((2,6-dichlorobenzyl)thio)-4-phenyl-4H-1,2,4-triazol-3-yl)methyl)-9H-carbazole